2-(4-((2,2-dimethyltetrahydro-2H-pyran-4-yl)amino)pyrido[3,4-d]pyridazin-1-yl)phenol CC1(OCCC(C1)NC=1N=NC(=C2C1C=NC=C2)C2=C(C=CC=C2)O)C